2-methoxy-6-chloro-1,4-naphthoquinone COC=1C(C2=CC=C(C=C2C(C1)=O)Cl)=O